4-(3-Chloropyrazin-2-yl)-4-hydroxypiperidine-1-carboxylic acid tert-butyl ester C(C)(C)(C)OC(=O)N1CCC(CC1)(O)C1=NC=CN=C1Cl